CC(C)(C)OC(N(C)CCN)=O N-(2-aminoethyl)-N-methyl-carbamic acid 1,1-dimethylethyl ester